4-((3-chlorobenzyl)amino)-N-((3,3-difluorocyclobutyl)methyl)-6-(3,5-dimethylisoxazol-4-yl)quinazoline-2-carboxamide ClC=1C=C(CNC2=NC(=NC3=CC=C(C=C23)C=2C(=NOC2C)C)C(=O)NCC2CC(C2)(F)F)C=CC1